(-)-(2S)-N-{4-[cis-3-anilino-4-oxo-1,4,5,5a,6,7,8,8a-octahydrocyclopenta[b]pyrrolo[2,3-d]pyridin-2-yl]pyridin-2-yl}-4,4-difluoro-2-(4-fluorophenyl)butanamide N(C1=CC=CC=C1)C1=C(NC=2[C@@H]3[C@H](NC(C21)=O)CCC3)C3=CC(=NC=C3)NC([C@@H](CC(F)F)C3=CC=C(C=C3)F)=O